FC1=C(C(=CC(=C1)C=1C2=C(C(N(C1)C)=O)NN=C2)OC)CC2CCN(CC2)CC(=O)O 2-[4-[[2-fluoro-6-methoxy-4-(6-methyl-7-oxo-1H-pyrazolo[3,4-c]pyridin-4-yl)phenyl]methyl]-1-piperidinyl]acetic acid